OC1=CC=C(C=C1)C1=CC(=CC=C1)O 4,3'-dihydroxybiphenyl